2-(3-phenyl-4-((4-sulfamoylpiperazin-1-yl)methyl)-1H-pyrazol-1-yl)thiazole C1(=CC=CC=C1)C1=NN(C=C1CN1CCN(CC1)S(N)(=O)=O)C=1SC=CN1